C1(CC1)CN1C(=CC=2C1=NC(=CC2)O)C(=O)O 1-(Cyclopropylmethyl)-6-hydroxy-1H-pyrrolo[2,3-b]pyridine-2-carboxylic acid